tert-butyl 3-[6-(2-cyano-3,6-difluoro-phenoxy)-3-quinolyl]-1-oxa-8-azaspiro[4.5]decane-8-carboxylate C(#N)C1=C(OC=2C=C3C=C(C=NC3=CC2)C2COC3(C2)CCN(CC3)C(=O)OC(C)(C)C)C(=CC=C1F)F